C(C)(=O)OCC1CC2CN3C1C(C=1N(C4=CC=C(C=C4C1CC3=O)OC)C([2H])([2H])[2H])C2 racemic-(2-methoxy-5-(methyl-d3)-12-oxo-6,6a,7,8,9,10,12,13-octahydro-5H-6,9-methanopyrido[1',2':1,2]azepino[4,5-b]indol-7-yl)methyl acetate